FC=1C=C(CN2C(C=3C=C(C(=NC3C=C2)C)C(=O)NCC2=NC=CC=C2)=O)C=CC1 6-(3-fluorobenzyl)-2-methyl-5-oxo-N-(pyridin-2-ylmethyl)-5,6-dihydro-1,6-naphthyridine-3-carboxamide